C[Sn](C1=CC=NC=N1)(C)C 6-(trimethylstannyl)pyrimidin